FC(C(=O)O)(F)F.C1(CC1)[C@H](C)N1C(C2=C(C=C(C=C2C1)C1=CC(=NC=C1)C=1NC(=C(N1)C)C(=O)NC1CCOCC1)S(=O)(=O)C)=O (S)-2-(4-(2-(1-Cyclopropylethyl)-7-(methylsulfonyl)-1-oxoisoindolin-5-yl)pyridin-2-yl)-4-methyl-N-(tetrahydro-2H-pyran-4-yl)-1H-imidazole-5-carboxamide, trifluoroacetate salt